3-[[(2R,5R)-5-(6-amino-2-fluoro-purin-9-yl)-2-[[bis(4-methoxyphenyl)-phenyl-methoxy]methyl]-4-fluoro-tetrahydrofuran-3-yl]oxy-(diisopropylamino)phosphanyl]oxypropanenitrile NC1=C2N=CN(C2=NC(=N1)F)[C@H]1C(C([C@H](O1)COC(C1=CC=CC=C1)(C1=CC=C(C=C1)OC)C1=CC=C(C=C1)OC)OP(OCCC#N)N(C(C)C)C(C)C)F